N-{[1-(1-acetylpiperidin-4-yl)-3-(3,4-dimethoxybenzyl)-2,4-dioxo-1,2,3,4-tetrahydroquinazolin-6-yl]methyl}acetamide C(C)(=O)N1CCC(CC1)N1C(N(C(C2=CC(=CC=C12)CNC(C)=O)=O)CC1=CC(=C(C=C1)OC)OC)=O